C(C1=CC=CC=C1)OC1CN(CC1O)C(=O)OC(C)(C)C tert-butyl 3-(benzyloxy)-4-hydroxypyrrolidine-1-carboxylate